COC1=CC=C(CNC=2C3=C(N=CN2)N(C=C3)[C@@H]3C[C@@H]([C@@H]2[C@H]3OC(O2)(C)C)C=2C=C(CNC(OC(C)(C)C)=O)C=CC2)C=C1 Tert-butyl (3-((3aR,4R,6R,6aS)-6-(4-((4-methoxybenzyl)amino)-7H-pyrrolo[2,3-d]pyrimidin-7-yl)-2,2-dimethyltetrahydro-4H-cyclopenta[d][1,3]dioxol-4-yl)benzyl)carbamate